6-(4-methoxypyridin-3-yl)-4-methyl-1-(6-(1-methyl-1H-imidazol-5-yl)-4-((2R,3S)-2-methyl-3-((methylsulfonyl)methyl)azetidin-1-yl)pyridin-2-yl)-1H-pyrazolo[4,3-c]pyridine COC1=C(C=NC=C1)C1=CC2=C(C(=N1)C)C=NN2C2=NC(=CC(=C2)N2[C@@H]([C@H](C2)CS(=O)(=O)C)C)C2=CN=CN2C